ClC1=C(C=CC(=C1C=1C=2N(C3=CC(=NC=C3C1)NC)N=CN2)C)O 2-chloro-4-methyl-3-(8-(methylamino)-[1,2,4]triazolo[1,5-a][1,6]naphthyridin-4-yl)phenol